FC1=C(C=CC(=C1F)C=O)B(O)O (2,3-difluoro-4-formylphenyl)boronic acid